5-bromo-2-(4-cyano-2-methoxyphenoxy)-4-methylnicotinamide BrC=1C=NC(=C(C(=O)N)C1C)OC1=C(C=C(C=C1)C#N)OC